2-methyl-3-((1R)-1-((5-methyl-1-(1-methylpyrrolidin-3-yl)-2,3-dihydro-1H-pyrrolo[2,3-g]phthalazin-8-yl)amino)ethyl)benzonitrile CC1=C(C#N)C=CC=C1[C@@H](C)NC1=NN=C(C=2C=C3C(=CC12)N(CC3)C3CN(CC3)C)C